N-Methyl-7-(1H-pyrazol-4-yl)-N-(2,2,6,6-tetramethylpiperidin-4-yl)-8-(trifluoromethyl)-4H-chromeno[3,4-d]thiazol-2-amine CN(C=1SC2=C(N1)COC=1C=C(C(=CC12)C(F)(F)F)C=1C=NNC1)C1CC(NC(C1)(C)C)(C)C